C(C(=C)CC(=O)O)(=O)O.C(CCCC)(O)O pentanediol itaconate